NC1=C2N=CN(C2=NC(=N1)Cl)[C@H]1[C@@H]([C@@]([C@H](O1)COC(C(=O)O)(C(=O)O)CC1=CC=C(C=C1)C=1C(N(C=CC1)CCC)=O)(O)C#C)O 2-(((2R,3S,4R,5R)-5-(6-amino-2-chloro-9H-purin-9-yl)-3-ethynyl-3,4-dihydroxytetrahydrofuran-2-yl)methoxy)-2-(4-(2-oxo-1-propyl-1,2-dihydropyridin-3-yl)benzyl)malonic acid